O1CCC(CC1)NCC(=O)NCCCCCCCCCCCCCC(=O)O 14-(2-((tetrahydro-2H-pyran-4-yl)amino)acetamido)tetradecanoic acid